(R)-1-(2-fluoro-4-(2-(methylsulfinyl)-ethoxy)phenyl)piperazine tert-Butyl-(2R,5S)-4-benzyl-2-ethyl-5-methylpiperazine-1-carboxylate C(C)(C)(C)OC(=O)N1[C@@H](CN([C@H](C1)C)CC1=CC=CC=C1)CC.FC1=C(C=CC(=C1)OCC[S@](=O)C)N1CCNCC1